C(C1=CC(C(=O)N)=CC(C(=O)N)=C1)(=O)N trimesoyl-triamine